[[amino-[4-[(2R)-2-(benzenesulfonamido)-2-(6-methoxy-1,3-benzothiazol-2-yl)ethyl]phenyl]methylene]amino] acetate C(C)(=O)ON=C(C1=CC=C(C=C1)C[C@H](C=1SC2=C(N1)C=CC(=C2)OC)NS(=O)(=O)C2=CC=CC=C2)N